C(C)NC(=O)C1=CC=C2/C(/C(NC2=C1)=O)=C(\C1=CC=CC=C1)/O (Z)-N-Ethyl-3-(hydroxy(phenyl)methylene)-2-oxoindoline-6-carboxamide